The molecule is an organic tetrachlorozincate salt having 3-amino-7-(diethylamino)-2-methylphenoxazin-5-ium as the counterion. Used for the staining of reticulocytes and platelets. It has a role as a histological dye and a fluorochrome. It contains a brilliant cresyl blue(1+). CC[N+](=C1C=CC2=NC3=C(C=C(C(=C3)C)N)OC2=C1)CC.CC[N+](=C1C=CC2=NC3=C(C=C(C(=C3)C)N)OC2=C1)CC.Cl[Zn-2](Cl)(Cl)Cl